C(#N)C1=CC(=C(C=2C3=C(NC12)CCC3)N3C[C@H](CCC3)N(C(OC(C)(C)C)=O)C)F tert-butyl N-[(3S)-1-(5-cyano-7-fluoro-1,2,3,4-tetrahydrocyclopenta[b]indol-8-yl)-3-piperidyl]-N-methyl-carbamate